N-(2-((4S,5S)-7-oxa-1-azaspiro[4.4]nonan-4-yl)thieno[2,3-b]pyridin-4-yl)benzo[d]thiazol-5-amine N1CC[C@@H]([C@@]12COCC2)C2=CC=1C(=NC=CC1NC=1C=CC3=C(N=CS3)C1)S2